(3,3,3-trifluoropropyl)hydrazine hydrochloride Cl.FC(CCNN)(F)F